3-(3-isopropylphenyl)2-methyl-3-(3,4-methylenedioxyphenyl)propanal C(C)(C)C=1C=C(C=CC1)C(C(C=O)C)C1=CC2=C(C=C1)OCO2